(2E)-5-{4-[(tert-butyldimethylsilyl)oxy]-3-methoxyphenyl}-4,5-dihydroxypent-2-enoic acid methyl ester COC(\C=C\C(C(O)C1=CC(=C(C=C1)O[Si](C)(C)C(C)(C)C)OC)O)=O